O=C1NC(CCC1N1C(C2=CC=C(C=C2C1=O)N1CC(C1)CO)=O)=O (2,6-dioxopiperidin-3-yl)-5-(3-(hydroxymethyl)azetidin-1-yl)isoindoline-1,3-dione